CC(CCO)C=C(CC(C)C)C 3,5,7-trimethyloct-4-en-1-ol